O=C1NC(CCC1NC(=O)C1=NC=CC(=C1)N1CCN(CC1)CCC(=O)N1CCC(CC1)NC(OC(C)(C)C)=O)=O tert-butyl (1-(3-(4-(2-((2,6-dioxopiperidin-3-yl)carbamoyl)pyridin-4-yl)piperazin-1-yl)propanoyl)piperidin-4-yl)carbamate